OCCOC1=CC=C(C=C1)[SH+]C1=CC=C(C=C1)OCCO bis[4-(2-hydroxyethoxy)phenyl]sulfonium